ClC=1C=C2C=C3C(=NN=CO3)C2=CC1 7-chloroindeno[1,2-E][1,3,4]oxadiazine